ClC[Si](O[Si](CCl)(C)C)(C)C 1,3-bis(chloromethyl)tetramethyldisiloxane